O1CC(OC2=C1C=CC=C2)C(=O)C2=CN(C1=CC(=CC=C21)C=2C=NNC2)CCN(C)C 2,3-Dihydro-1,4-benzodioxin-3-yl-[1-[2-(dimethylamino)ethyl]-6-(1H-pyrazol-4-yl)indol-3-yl]methanone